IC=1C(=C(C(=C(C(=O)Cl)C1)I)C(=O)Cl)I tri-iodoisophthaloyl chloride